(R)-N2-(2,2-dimethoxyethyl)-6-methoxy-N4-(1-(2-methyl-3-(trifluoromethyl)phenyl)ethyl)quinazoline-2,4-diamine COC(CNC1=NC2=CC=C(C=C2C(=N1)N[C@H](C)C1=C(C(=CC=C1)C(F)(F)F)C)OC)OC